COC1=CC=C(C2=CC=CC=C12)CCC1=C(C=CC=C1)Cl 1-(4-methoxy-naphthalene-1-yl)-2-(2-chlorophenyl)ethane